NC1=CC=C(C=C1)C#CC1=CC=C(C(=O)N[C@H](C(=O)OC)CO)C=C1 methyl (2S)-2-[[4-[2-(4-aminophenyl)ethynyl]benzoyl]amino]-3-hydroxy-propanoate